Tert-butyl (4-(4,4,5-trimethyl-1,3,2-dioxaborolan-2-yl)pyrazol-1-yl)carboxylate CC1(OB(OC1C)C=1C=NN(C1)C(=O)OC(C)(C)C)C